tert-Butyl N-[2-[(2R)-2-(tert-butoxycarbonylamino)-3-methylsulfanyl-propyl]-5-chloro-3-methyl-thieno[3,2-b]pyridin-7-yl]-N-(2-furylmethyl)carbamate C(C)(C)(C)OC(=O)N[C@H](CC1=C(C2=NC(=CC(=C2S1)N(C(OC(C)(C)C)=O)CC=1OC=CC1)Cl)C)CSC